ethyl (3-hydroxy-4-methyl-5-(3-phenoxyphenyl)picolinoyl)glycinate OC=1C(=NC=C(C1C)C1=CC(=CC=C1)OC1=CC=CC=C1)C(=O)NCC(=O)OCC